CC[C@H](C)/C=C(\\C)/C=C/C1=CC2=C(C(=O)[C@]([C@H](C2=CO1)CC(=O)C)(C)O)Cl The molecule is an azaphilone that is 7,8-dihydro-6H-isochromen-6-one substituted by a chloro group at position 5, a 3,5-dimethylhepta-1,3-dien-1-yl group at position 3, a hydroxy group at position 7, a methyl group at position 7 and a 2-oxopropyl group at position 8. Isolated from Chaetomium cupreum, it exhibits antifungal activity. It has a role as an antifungal agent and a Chaetomium metabolite. It is an azaphilone, an enone, a methyl ketone, an organochlorine compound and a tertiary alpha-hydroxy ketone.